(5S,8S)-N-(2-chloro-3,4-difluorobenzyl)-5-fluoro-8-hydroxy-5,6,7,8-tetrahydroquinoline-5-carboxamide ClC1=C(CNC(=O)[C@]2(C=3C=CC=NC3[C@H](CC2)O)F)C=CC(=C1F)F